5-exo-methyl-2-norbornene CC1C2C=CC(C1)C2